N,N-dipropyl-formamide C(CC)N(C=O)CCC